3-(4-iodophenyl)-4-nitrobutyric acid methyl ester COC(CC(C[N+](=O)[O-])C1=CC=C(C=C1)I)=O